7-[1-(1-Cyano-4-piperidyl)-5-methyl-triazol-4-yl]-5-[(1R)-1-(2,4-difluorophenyl)ethoxy]imidazo[1,2-a]pyridine-3-carbonitrile C(#N)N1CCC(CC1)N1N=NC(=C1C)C1=CC=2N(C(=C1)O[C@H](C)C1=C(C=C(C=C1)F)F)C(=CN2)C#N